C(C)(=O)O[C@H]1[C@@H](O[C@@H]([C@@H]([C@@H]1N=[N+]=[N-])OC(C)=O)COC(C)=O)C#N 2,4,6-Tri-O-acetyl-3-azido-3-deoxy-β-D-galactopyranosyl Cyanide